[S].P.P diphosphine sulfur